NC=1N(C(=NN1)C1CCN(CC1)C1=NC(=NC=C1C=1C=NC(=CC1)F)C#N)C 4-(4-(5-amino-4-methyl-4H-1,2,4-triazol-3-yl)piperidin-1-yl)-5-(6-fluoropyridin-3-yl)pyrimidine-2-carbonitrile